1-(4-Benzothiazol-4-yl-phenyl)-3-pyridin-4-ylmethyl-urea S1C=NC2=C1C=CC=C2C2=CC=C(C=C2)NC(=O)NCC2=CC=NC=C2